2-methyl-piperidine-1-carboxylic acid benzyl ester C(C1=CC=CC=C1)OC(=O)N1C(CCCC1)C